FC(C=1C=NC(=NC1)N1CCN(CC1)C(C=C)=O)(F)F 1-{4-[5-(trifluoromethyl)pyrimidin-2-yl]piperazin-1-yl}prop-2-en-1-one